BrC=1SC=C(N1)C(F)(F)F 2-bromo-4-(trifluoromethyl)thiazole